N1=CC=C(C=C1)C(=C1C=2C=C3C=CC=CC3=CC2C(C2=CC3=CC=CC=C3C=C12)=C(C1=CC=NC=C1)C1=CC=NC=C1)C1=CC=NC=C1 6,13-bis(di(pyridine-4-yl)methylene)-6,13-dihydropentacene